methyl (2S,3R)-3-hydroxy-2-(methoxymethyl)-2-methyl-2,3-dihydrobenzofuran-5-carboxylate O[C@H]1[C@](OC2=C1C=C(C=C2)C(=O)OC)(C)COC